[Si](C)(C)(C(C)(C)C)OC1=C(C=CC=C1)C1=CC=C(C=C1)F ((tert-butyldimethylsilyl)oxy)(4'-fluoro-[1,1'-biphenyl])